Methyl 6-methoxy-1,5-naphthyridine-4-carboxylate COC=1N=C2C(=CC=NC2=CC1)C(=O)OC